OP(O)OP(O)O.C(C)(C)(C)C1=C(C=CC(=C1)C(C)(C)C)C1=CC=C(C=C1)C1=CC=CC=C1.ClC1=NC=C(C(=C1)N1CCC(CC1)(C)CO)C#CC=1C=NN(C1)CC(F)F (1-(2-chloro-5-((1-(2,2-difluoroethyl)-1H-pyrazol-4-yl)ethynyl)pyridin-4-yl)-4-methylpiperidin-4-yl)methanol (2,4-di-t-butylphenyl)4,4'-biphenyl-diphosphite